2,2-dimethyl-1,3-O-bis[(3-ethyloxetane-3-yl)methyl]-propane-1,3-diol CC(C(O)CC1(COC1)CC)(COCC1(COC1)CC)C